FC(C1=NN(C(=C1C1=CC=CC=C1)F)C1=CC=C(C=C1)Cl)F 3-difluoromethyl-5-fluoro-4-phenyl-1-(4-chlorophenyl)-1H-pyrazole